FC=1C=CC(=C(C(=O)N(C(C)C)C(C)C)C1)N1C=C(C=2C1=CN=CC2)C2CN(CC2)C[C@@H]2CC[C@H](CC2)NS(=O)(=O)C 5-fluoro-N,N-diisopropyl-2-(3-(1-((trans-4-(methylsulfonamido)cyclohexyl)methyl)pyrrolidin-3-yl)-1H-pyrrolo[2,3-c]pyridin-1-yl)benzamide